IC1=CC(=CC(=C1)C(F)(F)F)C 1-iodo-3-methyl-5-(trifluoromethyl)benzene